5-Fluoro-2-methoxypyridine-3-boronic acid FC=1C=C(C(=NC1)OC)B(O)O